C1(=CCC=CC1)CO cyclohexa-1,4-dien-1-ylmethanol